FC1=CC(=C(C=C1)C(C)N1C[C@@H](N(C[C@H]1C)N1N=C2C(N(C(C=C2)=O)C)=C1)C)COC ((2S,5R)-4-(1-(4-fluoro-2-(methoxymethyl)phenyl)ethyl)-2,5-dimethylpiperazin-1-yl)-4-methyl-2,4-dihydro-5H-pyrazolo[4,3-b]pyridin-5-one